OC1CN(CC1)C1=NC=CC=C1 2-(3-hydroxypyrrolidin-1-yl)pyridin